indenofluoranthene C1=C2C=CC=C3C4=C5C(=CC=C4C(C=C1)=C32)C=3C=CC=CC3C5